N-(2-Oxo-1H-pyrid-3-yl)-5-(m-phenoxyphenyl)-1-{[2-(trimethyl-silyl)ethoxy]methyl}-1H-imidazole-2-carboxamide O=C1NC=CC=C1NC(=O)C=1N(C(=CN1)C1=CC(=CC=C1)OC1=CC=CC=C1)COCC[Si](C)(C)C